BrC=C(F)F 2-bromo-1,1-difluoroethylene